(S)-tert-butyl 2-((4-methyl-3-((1-(2-methyl-7-(5-methylpyrimidin-2-yl)quinolin-5-yl)cyclopropyl)carbamoyl)phenoxy)methyl)azetidine-1-carboxylate CC1=C(C=C(OC[C@H]2N(CC2)C(=O)OC(C)(C)C)C=C1)C(NC1(CC1)C1=C2C=CC(=NC2=CC(=C1)C1=NC=C(C=N1)C)C)=O